CN1CC(CC1)C#N 1-methylpyrrolidine-3-carbonitrile